FC(C(=O)NN)F 2,2-difluoroacetohydrazide